BrN1C(C=CC=C1)Cl 1-bromo-2-chloropyridine